O1CC(C1)CN1CCNCC1 1-(Oxetan-3-ylmethyl)piperazine